BrC1=C(C=C2C=CC=NC2=C1F)F 7-bromo-6,8-difluoroquinoline